6-{3-[endo-3-amino-8-azabicyclo[3.2.1]octan-8-yl]-5H-pyrrolo[2,3-b]pyrazin-7-yl}-7-chloro-N,N-dimethyl-1,3-benzothiazole-2-carboxamide, hydrochloride salt Cl.NC1CC2CCC(C1)N2C2=CN=C1C(=N2)NC=C1C1=C(C2=C(N=C(S2)C(=O)N(C)C)C=C1)Cl